The molecule is an aromatic ether that is 1,3-diisopropyl-5-phenoxybenzene in which the hydrogen atom at position 2 is substituted by a [(tert-butylimino)methylene]amino group. The active insecticide of the proinsecticide diafenthiuron. It has a role as an insecticide, an oxidative phosphorylation inhibitor and an acaricide. It is an aromatic ether, a carbodiimide and a member of benzenes. It derives from a diphenyl ether. CC(C)C1=CC(=CC(=C1N=C=NC(C)(C)C)C(C)C)OC2=CC=CC=C2